CN(C1=C(C=CC=C1)NS(=O)(=O)C1=CC=C(C=C1)S(=O)(=O)N(C)C)C N1-(2-(dimethylamino)phenyl)-N4,N4-dimethylbenzene-1,4-disulfonamide